tetrabutylammonium chloride sulfate S(=O)(=O)([O-])[O-].[Cl-].C(CCC)[N+](CCCC)(CCCC)CCCC.C(CCC)[N+](CCCC)(CCCC)CCCC.C(CCC)[N+](CCCC)(CCCC)CCCC